COCCNC1=NC=C(C(=C1)N)C(F)(F)F N-(2-methoxyethyl)-5-(trifluoromethyl)pyridine-2,4-diamine